2-(3-bromo-5-fluoro-4-methoxyphenyl)-5,5-dimethyltetrahydro-2H-pyran BrC=1C=C(C=C(C1OC)F)C1OCC(CC1)(C)C